1-Ethyl-3-methyl-6-(naphthalen-1-ylmethyl)-2,4-dioxo-2,3,4,6-tetrahydro-1H-pyrrolo[3,4-d]Pyrimidine-5-carbaldehyde C(C)N1C(N(C(C=2C1=CN(C2C=O)CC2=CC=CC1=CC=CC=C21)=O)C)=O